OC1(CCC(C=2C=CC=NC12)C(=O)N)CO 8-hydroxy-8-(hydroxymethyl)-5,6,7,8-tetrahydrochinolin-5-carboxamid